1-(4-(1-((4-acetyl-morpholin-2-yl)methyl)-5-methyl-1H-benzo[d]imidazol-2-yl)-3-chloro-5-fluorophenyl)pyrrolidin-2-one C(C)(=O)N1CC(OCC1)CN1C(=NC2=C1C=CC(=C2)C)C2=C(C=C(C=C2F)N2C(CCC2)=O)Cl